C(CCCCCCCCCCCCCCCCC)(=O)OCC(=O)NCC1=C(C=C(C(=C1)OC)O)I 2-((4-hydroxy-2-iodo-5-methoxybenzyl)amino)-2-oxoethyl stearate